Methyl 5-((3-bromo-5-nitrobenzyl)oxy)-2-hydroxybenzoate BrC=1C=C(COC=2C=CC(=C(C(=O)OC)C2)O)C=C(C1)[N+](=O)[O-]